5-(5-amino-[1,3,4]oxadiazol-2-yl)-6-methyl-2-oxo-1-(3-trifluoromethylphenyl)-1,2-dihydro-pyridine-3-carboxylic acid 4-methanesulfonyl-benzylamide CS(=O)(=O)C1=CC=C(CNC(=O)C=2C(N(C(=C(C2)C=2OC(=NN2)N)C)C2=CC(=CC=C2)C(F)(F)F)=O)C=C1